1-octanesulfonic acid sodium [Na].C(CCCCCCC)S(=O)(=O)O